N-(2-(3-(2-isopropyl-2,3-dihydro-1H-pyrrolo[3,4-c]pyridin-6-yl)-1,2,4-thiadiazol-5-ylamino)pyridin-3-yl)-N-methylacetamide C(C)(C)N1CC=2C=NC(=CC2C1)C1=NSC(=N1)NC1=NC=CC=C1N(C(C)=O)C